1-[1-(4-chlorophenyl)piperidin-4-yl]urea ClC1=CC=C(C=C1)N1CCC(CC1)NC(=O)N